ClC=1C=C(C=CC1)C1N(CC1)S(=O)(=O)C1=CC=C(C)C=C1 2-(3-chlorophenyl)-N-p-toluenesulfonylazetidine